C(C)(C)(C)OC(=O)N(CCN(C(OC(C)(C)C)=O)C)CCOC1=CC=C2C(=CC=NC2=C1)NC1=CN=NC(=C1)C1=C(C=CC(=C1)Cl)F tert-butyl N-(2-{[(tert-butoxy)carbonyl]({2-[(4-{[6-(5-chloro-2-fluorophenyl)pyridazin-4-yl] amino}quinolin-7-yl)oxy]ethyl})amino}ethyl)-N-methylcarbamate